ClC1=C(C=CC=C1)C1=C(NC2=CC=C(C=C12)F)C(=O)NC[C@H](CC(CNC(OC(C)(C)C)=O)O)NC(OC(C)(C)C)=O di-tert-butyl ((4S)-5-(3-(2-chlorophenyl)-5-fluoro-1H-indole-2-carboxamido)-2-hydroxypentane-1,4-diyl)dicarbamate